tert-butyl (3S)-6-[3-chloro-4-[2-(dimethylamino)ethyl]phenyl]-3-methyl-3,4-dihydro-2H-pyridine-1-carboxylate ClC=1C=C(C=CC1CCN(C)C)C1=CC[C@@H](CN1C(=O)OC(C)(C)C)C